3-(pyridin-3-ylmethyl)-1-[4-(quinoline-6-sulfonyl)phenyl]urea N1=CC(=CC=C1)CNC(NC1=CC=C(C=C1)S(=O)(=O)C=1C=C2C=CC=NC2=CC1)=O